1-methyl-6,7-dihydroxy-1,2,3,4-tetrahydroisoquinoline CC1NCCC2=CC(=C(C=C12)O)O